PERFLUORo(2-METHYLEN-4-METHYL-1,3-DIOXOLAN) FC1(OC(OC1(F)F)=C(F)F)C(F)(F)F